COC1=NC=2N(C=C1)N=CC2C(=O)C=2N(C=CN2)COCC[Si](C)(C)C (5-methoxypyrazolo[1,5-a]pyrimidin-3-yl)(1-((2-(trimethylsilyl)ethoxy)methyl)-1H-imidazol-2-yl)methanone